BrC1=C2C=NNC2=CC(=C1C)F 4-bromo-6-fluoro-5-methyl-1H-indazole